1-(tert-Butoxycarbonyl)-6-methoxy-2,3-dihydro-1H-pyrrolo[3,2-c]pyridine-2-carboxylic acid C(C)(C)(C)OC(=O)N1C(CC=2C=NC(=CC21)OC)C(=O)O